N-(4-cyclobutyl-5-(4-fluorophenyl)-1-methyl-1H-pyrazol-3-yl)-2-(1-hydroxycyclopentyl)acetamide C1(CCC1)C=1C(=NN(C1C1=CC=C(C=C1)F)C)NC(CC1(CCCC1)O)=O